N-(hentriacontanoyl)-sphinganine C(CCCCCCCCCCCCCCCCCCCCCCCCCCCCCC)(=O)N[C@@H](CO)[C@H](O)CCCCCCCCCCCCCCC